BrCC1=NC(=CC(=N1)C)C 2-(bromomethyl)-4,6-dimethylpyrimidine